BrC1=CC(=CC=2C(C3=CC=CC=C3C12)(C)C)C#N 4-bromo-9,9-dimethyl-9H-fluorene-2-carbonitrile